2-(dimethylamino)-N-(6-{8'-methyl-1',5'-dioxo-2'H-spiro[cyclohexane-1,3'-imidazo[1,5-a]pyridin]-6'-ylamino}pyrimidin-4-yl)acetamide CN(CC(=O)NC1=NC=NC(=C1)NC1=CC(=C2N(C1=O)C1(NC2=O)CCCCC1)C)C